COC1=CC=C(C=C1)NC1=CC=NC2=CC(=CC=C12)NC1=CC=C(C=C1)OC N4,N7-bis(4-methoxyphenyl)quinolin-4,7-diamine